(S)-5-methoxy-2-(methoxymethyl)-3,4-dihydro-2H-pyrrole COC=1CC[C@H](N1)COC